1-(4-(4-Fluoro-2-(trifluoromethyl)phenoxy)-5,6,7,8-tetrahydropyrido[3,4-d]pyrimidin-2-yl)ethane-1,2-diol FC1=CC(=C(OC=2C3=C(N=C(N2)C(CO)O)CNCC3)C=C1)C(F)(F)F